ClCC1=CCN(C=C1)C(C)C 4-(chloromethyl)-N-isopropylpyridin